4-ethylpyridazin-3(2H)-one C(C)C=1C(NN=CC1)=O